[(2R,3S,4R,5R)-5-[5-chloro-6-cyano-7-(cyclopentylamino)imidazo[4,5-b]pyridin-3-yl]-3,4-dihydroxy-tetrahydrofuran-2-yl]methoxymethylphosphonic acid ClC1=C(C(=C2C(=N1)N(C=N2)[C@H]2[C@@H]([C@@H]([C@H](O2)COCP(O)(O)=O)O)O)NC2CCCC2)C#N